FC(C1=NN=C(O1)C=1C=NC(=NC1)NC(C)C1=C(C=CC=C1)F)F 5-[5-(difluoromethyl)-1,3,4-oxadiazol-2-yl]-N-[1-(2-fluorophenyl)ethyl]pyrimidin-2-amine